N-(3,6-dibromo-7-(pentylamino)-1,8-naphthyridin-2-yl)-3,3-dimethylbutanamide BrC=1C(=NC2=NC(=C(C=C2C1)Br)NCCCCC)NC(CC(C)(C)C)=O